N-(3-methoxybenzyl)-7-(5-(trifluoromethyl)-1,2,4-oxadiazol-3-yl)imidazo[1,2-a]pyridine-2-carboxamide COC=1C=C(CNC(=O)C=2N=C3N(C=CC(=C3)C3=NOC(=N3)C(F)(F)F)C2)C=CC1